C(C)OC(CCC(=O)C1=NC(=CC=C1O)C1=CC=C(C2=CC=CC=C12)Cl)=O 4-[6-(4-chloro-naphthalen-1-yl)-3-hydroxy-pyridin-2-yl]-4-oxo-butyric acid ethyl ester